C1(CCCCC1)NC(=O)[C@H](C(C)C)NC(=O)[C@H]1N(C[C@@H](C1)O)C([C@H](C(C)(C)C)N1N=NC(=C1)C1CC1)=O (2S,4r)-N-[(1S)-1-(cyclohexylcarbamoyl)-2-methyl-propyl]-1-[(2S)-2-(4-cyclopropyltriazol-1-yl)-3,3-dimethyl-butyryl]-4-hydroxy-pyrrolidine-2-carboxamide